(1S,2S,4S)-2-amino-4-(trifluoromethoxy)cyclopentane N[C@H]1CC[C@@H](C1)OC(F)(F)F